CCCCCCCCCCCCCCC=CC=CC(CC(=O)[O-])(C[N+](C)(C)C)O Octadecadienylcarnitine